C(C)(C)(C)O[Sn](OC(C)(C)C)OC(C)(C)C tri(tert-butoxy)tin